2-methylpropane-1,3-diol hydrochloride salt Cl.CC(CO)CO